N[C@@H]1[C@@H](OCC12CCN(CC2)C=2C(=NC(=C(N2)C)SC2=C(C(=NC=C2)N2CC(C2)(CO)CF)Cl)CO)C (3-((3S,4S)-4-amino-3-methyl-2-oxa-8-azaspiro[4.5]decan-8-yl)-6-(3-chloro-2-(3-(fluoromethyl)-3-(hydroxymethyl)azetidin-1-yl)pyridin-4-ylsulfanyl)-5-methylpyrazin-2-yl)methanol